CN(S(=O)(=O)C)C1=NC=CC=C1CNC1=NC(=NC=C1C(F)(F)F)NC1=NC=C(C=C1)N1CCOCC1 N-methyl-N-{3-[({2-[(5-morpholin-4-ylpyridin-2-yl)amino]-5-(trifluoromethyl)pyrimidin-4-yl}amino)methyl]pyridin-2-yl}methanesulfonamide